2-(2,6-dioxopiperidin-3-yl)-4-fluoro-isoindole-1,3-dione O=C1NC(CCC1N1C(C2=CC=CC(=C2C1=O)F)=O)=O